2-hydroxy-1,3-diaminopropane OC(CN)CN